FC(CCCC[N-]CCC)(F)F (2,2,2-trifluoroethyl)N,N-di-n-propylamide